BrC=1C=C(C(=C(C1)N=C[O-])C#N)N1CCC2(CC2)CC1 N-(5-bromo-2-cyano-3-(6-azaspiro[2.5]octan-6-yl)phenyl)formimidate